ClC1=NC(=C2N=CN(C2=N1)C(C)C)NCC1=C(C=CC=C1)N1C2CN(C(C1)C2)C(=O)OC(C)(C)C tert-butyl 5-(2-(((2-chloro-9-isopropyl-9H-purin-6-yl) amino) methyl) phenyl)-2,5-diazabicyclo[2.2.1]heptane-2-carboxylate